1-(5-(3-fluoro-5-(trifluoromethyl)benzyl)pyridin-3-yl)-1,5,6,7-tetrahydro-4H-pyrazolo[4,3-c]pyridin FC=1C=C(CC=2C=C(C=NC2)N2N=CC=3CNCCC32)C=C(C1)C(F)(F)F